tert-butyl (S or R)-6-bromo-8-(2,2,2-trifluoro-1-hydroxyethyl)imidazo[1,2-a]pyridine-2-carboxylate BrC=1C=C(C=2N(C1)C=C(N2)C(=O)OC(C)(C)C)[C@@H](C(F)(F)F)O |o1:17|